O[C@@H]1[C@H](COC2=CC(=CC=C12)C1=C(C=CC=C1)NS(=O)(=O)C)CC1=NC=CC=C1 N-{2-[(3S,4R)-4-Hydroxy-3-(pyridin-2-ylmethyl)-3,4-dihydro-2H-chromen-7-yl]phenyl}methansulfonamid